4-(1-cyclopropyl-2-oxo-5-phenyl-1,2-dihydropyridin-4-yl)-2-(2,6-dimethylpyridin-4-yl)-6-methyl-1,6-dihydro-7H-pyrrolo[2,3-c]pyridin-7-one hydrogen chloride Cl.C1(CC1)N1C(C=C(C(=C1)C1=CC=CC=C1)C=1C2=C(C(N(C1)C)=O)NC(=C2)C2=CC(=NC(=C2)C)C)=O